1-bromo-4-(methylsulfinyl)benzene (thiophen-2-ylmethyl)carbamate S1C(=CC=C1)CNC(O)=O.BrC1=CC=C(C=C1)S(=O)C